C1=CC=CC=2C3=CC=CC=C3C(C12)COC(=O)NC(CC(=O)O)CC(=O)O 3-((((9H-fluoren-9-yl)methoxy)carbonyl)amino)pentanedioic acid